3,6-dihydro-2H-furo[2,3-e]indole-7-carboxylic acid O1CCC=2C1=C1C=C(NC1=CC2)C(=O)O